(3RS,4RS)-4-[4-[3-chloro-4-[1-(5-fluoro-2-pyridyl)-2-hydroxy-ethoxy]pyrazolo[1,5-a]pyridin-6-yl]-5-methyl-triazol-1-yl]-3-methyl-piperidine-1-carbonitrile ClC=1C=NN2C1C(=CC(=C2)C=2N=NN(C2C)[C@H]2[C@@H](CN(CC2)C#N)C)OC(CO)C2=NC=C(C=C2)F |r|